[C@@H]12N[C@@H]([C@@H](CC1)C2)C(=O)N2CC(C2)C(=O)C2=CN(C1=C(N=CC=C12)F)C1=C(C(=O)N(C(C)C)C(C)C)C=C(C=C1)F 2-(3-(1-((1R,3S,4S)-2-Azabicyclo[2.2.1]heptane-3-carbonyl)azetidine-3-carbonyl)-7-fluoro-1H-pyrrolo[2,3-c]pyridin-1-yl)-5-fluoro-N,N-diisopropylbenzamide